methyl-2-(6-bromo-8-fluoroimidazo[1,2-a]pyridin-3-yl)-5-(difluoromethyl)-1,3,4-oxadiazole CC1(OC(=NN1)C(F)F)C1=CN=C2N1C=C(C=C2F)Br